6-(4-(Dimethylamino)piperidin-1-yl)benzo[b]thiophene-2-carboxylic acid CN(C1CCN(CC1)C=1C=CC2=C(SC(=C2)C(=O)O)C1)C